1-(5-(2-(2-aminopyridin-3-yl)-5-phenyl-3H-imidazo[4,5-b]pyridin-3-yl)pyridin-2-yl)pyrrolidine-3-carboxylic acid NC1=NC=CC=C1C1=NC=2C(=NC(=CC2)C2=CC=CC=C2)N1C=1C=CC(=NC1)N1CC(CC1)C(=O)O